BrCCCN1CCN(CC1)C1=CC=C(C=C1)F 1-(3-bromopropyl)-4-(4-fluorophenyl)piperazine